C(CCC(=O)OCCCCCCC)(=O)OCCCCCCC di-n-heptyl succinate